CC=1C=C(CNC2=NC=3C(=CC=CC3C=3N2N=C(N3)C3CC(C3)C3=C(C#N)C=C(C=N3)C)OC)C=CC1C ((1s,3s)-3-(5-((3,4-dimethylbenzyl)amino)-7-methoxy-[1,2,4]triazolo[1,5-c]quinazolin-2-yl)cyclobutyl)-5-methylnicotinonitrile